(R)-N-(1-cyanocyclopropyl)-9-(5-(difluoromethyl)-1,3,4-thiadiazol-2-yl)-4-(3-(fluoromethyl)-4-methylpiperazin-1-yl)-9H-pyrimido[4,5-b]Indole-7-sulfonamide C(#N)C1(CC1)NS(=O)(=O)C1=CC=C2C3=C(N(C2=C1)C=1SC(=NN1)C(F)F)N=CN=C3N3C[C@@H](N(CC3)C)CF